2-METHYL-4-[2-(2-tolyl)diazenyl]phenyl-1H-pyrazole-5-carboxamide CC1=C(C=CC(=C1)N=NC1=C(C=CC=C1)C)N1N=CC=C1C(=O)N